4,7-bisoxo-8-(quinolin-5-ylmethyl)octahydro-1H-pyrazino[2,1-c][1,2,4]Triazine-1-carboxamide O=C1N2C(N(NC1)C(=O)N)CN(C(C2)=O)CC2=C1C=CC=NC1=CC=C2